methyl (trans)-4-(4-(3-methoxy-4-((4-((2-methyl-6-(methylcarbamoyl)phenyl)amino)-5-(trifluoromethyl)pyrimidin-2-yl)amino)phenyl)piperazin-1-yl)adamantan-1-carboxylate COC=1C=C(C=CC1NC1=NC=C(C(=N1)NC1=C(C=CC=C1C(NC)=O)C)C(F)(F)F)N1CCN(CC1)C1C2CC3(CC(CC1C3)C2)C(=O)OC